Indole-2-Amide N1C(=CC2=CC=CC=C12)C(=O)N